3-[(tert-butoxycarbonyl) (2-methoxyethyl) amino]Methyl-1-methylindazole-6-carboxylate C(C)(C)(C)OC(=O)N(CCOC)CC1=NN(C2=CC(=CC=C12)C(=O)[O-])C